[Cl-].C(C(=C)C)(=O)NCCC[N+](C)(C)CCCCCCCCCCCC 3-(methacrylamido)propyl-lauryl-dimethylammonium chloride